(S)-1-benzyl-3-(difluoromethyl)-3-ethylpiperazin-2-one C(C1=CC=CC=C1)N1C([C@@](NCC1)(CC)C(F)F)=O